bicyclo[4.3.0]Nonyl-(2,3,3a,4,5,6,7,7a-octahydro-1H-indene) C12(CCCCC2CCC1)C1CCC2CCCCC12